(S)-quinuclidin-3-yl (5-(4-methoxy-3-(trifluoromethyl)phenyl)-2,2-dimethyl-2,3-dihydro-1H-inden-1-yl)carbamat COC1=C(C=C(C=C1)C=1C=C2CC(C(C2=CC1)NC(O[C@@H]1CN2CCC1CC2)=O)(C)C)C(F)(F)F